butylperoxy-3-phenyl-phthalide C(CCC)OOC1(OC(=O)C2=CC=CC=C12)C1=CC=CC=C1